5-{3-[(1S)-1-{[6-(3-chloro-1-benzofuran-5-yl)-2-methylpyrimidin-4-yl]amino}ethyl]phenyl}pyrimidin-2-amine ClC1=COC2=C1C=C(C=C2)C2=CC(=NC(=N2)C)N[C@@H](C)C=2C=C(C=CC2)C=2C=NC(=NC2)N